(S,E)-2-(2-(3-((benzyloxy)methyl)-3-(2-(5-(trifluoromethyl)furan-2-yl)vinyl)pyrrolidin-1-yl)propan-2-yl)pyridine C(C1=CC=CC=C1)OC[C@]1(CN(CC1)C(C)(C)C1=NC=CC=C1)\C=C\C=1OC(=CC1)C(F)(F)F